3-[3-(cyclopropylmethoxy)-5-methoxy-phenyl]-5-[(1R)-1-(3,5-dimethylpyridazin-4-yl)ethoxy]-1H-indazole C1(CC1)COC=1C=C(C=C(C1)OC)C1=NNC2=CC=C(C=C12)O[C@H](C)C1=C(N=NC=C1C)C